C1(CC1)N(C(=O)C1=C(OC=2C(=NC=NC2)N2CC3(C2)CCN(CC3)C(=O)OC(C)(C)C)C=CC(=C1)F)C(C)C tert-Butyl 2-(5-(2-(cyclopropyl(isopropyl)carbamoyl)-4-fluorophenoxy)pyrimidin-4-yl)-2,7-diazaspiro[3.5]nonane-7-carboxylate